C1=CC=C(C=2C3=CC=CC=C3C=CC12)NC1=NC2=CC=CC=C2C=C1 N-(4-phenanthryl)-quinolin-2-amine